2-oxo-1'-(4-(trifluoromethyl)benzoyl)spiro[indoline-3,4'-piperidine]-5-carboxylic acid Methyl-2-oxo-1'-(4-(trifluoromethyl)benzoyl)spiro[indoline-3,4'-piperidine]-5-carboxylate COC(=O)C=1C=C2C(=CC1)NC(C21CCN(CC1)C(C1=CC=C(C=C1)C(F)(F)F)=O)=O.O=C1NC2=CC=C(C=C2C12CCN(CC2)C(C2=CC=C(C=C2)C(F)(F)F)=O)C(=O)O